ethyl 3-amino-1H-pyrrole-2-carboxylate hydrochloride Cl.NC1=C(NC=C1)C(=O)OCC